C(CCCCCCC)OC1=CC=C(C(=O)O)C=C1 4-(octoxy)benzoic acid